(2s)-2-{4-butoxy-3-[({[2-Fluoro-4-(Trifluoromethyl)phenyl]carbonyl}amino)methyl]benzyl}butanoic acid C(CCC)OC1=C(C=C(C[C@@H](C(=O)O)CC)C=C1)CNC(=O)C1=C(C=C(C=C1)C(F)(F)F)F